F[B-](F)(F)F.C[N+](=C(S)N(C)C)C N,N,N',N'-tetramethylthiuronium tetrafluoroborate salt